C(C1=CC=CC=C1)N(CCOC1CCC(CC1)OCCOCCOC=C)CC1=CC=CC=C1 N,N-dibenzyl-2-(((1r,4r)-4-(2-(2-(vinyloxy)ethoxy)ethoxy)cyclohexyl)oxy)ethan-1-amine